isocyano-glucose [N+](#[C-])C(=O)[C@H](O)[C@@H](O)[C@H](O)[C@H](O)CO